ethyl 6-chloro-7-[(2R,4S)-2-{[(3-chloropyridin-2-yl)oxy]methyl}-4-fluoropyrrolidin-1-yl]-4-oxo-1-(pyrazin-2-yl)-1,4-dihydroquinoline-3-carboxylate ClC=1C=C2C(C(=CN(C2=CC1N1[C@H](C[C@@H](C1)F)COC1=NC=CC=C1Cl)C1=NC=CN=C1)C(=O)OCC)=O